7-(5-chloro-2-(2-(5-cyano-2-methyl-6-(4-methylpiperazin-1-yl)-4-oxopyrido[3,4-d]pyrimidin-3(4H)-yl)ethoxy)phenyl)thieno[3,2-b]pyridine-3-carboxylic acid ClC=1C=CC(=C(C1)C1=C2C(=NC=C1)C(=CS2)C(=O)O)OCCN2C(=NC1=C(C2=O)C(=C(N=C1)N1CCN(CC1)C)C#N)C